(2S,4R)-1-((S)-2-(2,3-dihydroxybenzamido)-3,3-dimethylbutanoyl)-4-hydroxy-N-(4-(4-methylthiazol-5-yl)benzyl)pyrrolidine-2-carboxamide OC1=C(C(=O)N[C@H](C(=O)N2[C@@H](C[C@H](C2)O)C(=O)NCC2=CC=C(C=C2)C2=C(N=CS2)C)C(C)(C)C)C=CC=C1O